ClC=1C(=NC(=C(C1)F)C1=CC2=C(OC(O2)(F)F)C=C1OC)C(=O)O 3-Chloro-6-(2,2-difluoro-6-methoxybenzo[d][1,3]dioxol-5-yl)-5-fluoropicolinic acid